OC(C(=O)N[C@H](CO)[C@H](O)C(CCCCCCCCCCCCCC)O)=CCCCCCCCCCCCCCCCCCCCCC N-(2R-hydroxy-9Z-tetracosenoyl)-4R-hydroxysphinganine